(4-(5-bromopyridin-2-yl)-1-methyl-1H-imidazol-5-yl)methanol BrC=1C=CC(=NC1)C=1N=CN(C1CO)C